Cl\C(\C(=O)OCC)=N/NC1=C(C=CC=C1)CC (Z)-ethyl 2-chloro-2-(2-(2-ethylphenyl)hydrazono)acetate